9,9-diphenyl-9H-9-silafluorene C1(=CC=CC=C1)[Si]1(C2=CC=CC=C2C=2C=CC=CC12)C1=CC=CC=C1